4-(8-fluoro-4-((1R,5S)-8-(3-hydroxypropyl)-3,8-diazabicyclo[3.2.1]octan-3-yl)-2-((tetrahydro-1H-pyrrolizin-7a(5H)-yl)methoxy)quinazolin-7-yl)naphthalen-2-ol FC=1C(=CC=C2C(=NC(=NC12)OCC12CCCN2CCC1)N1C[C@H]2CC[C@@H](C1)N2CCCO)C2=CC(=CC1=CC=CC=C21)O